1-(4-((4-((4-((2-(5,7-dihydro-6H-pyrrolo[3,4-d]pyrimidin-6-yl)pyridin-4-yl)oxy)-2-fluorophenyl)amino)-7-methoxyquinazolin-6-yl)amino)piperidin-1-yl)prop-2-en-1-one N1=CN=CC2=C1CN(C2)C2=NC=CC(=C2)OC2=CC(=C(C=C2)NC2=NC=NC1=CC(=C(C=C21)NC2CCN(CC2)C(C=C)=O)OC)F